(2Z)-1,1-diethoxy-3,7-dimethyl-2,6-octadiene C(C)OC(\C=C(/CCC=C(C)C)\C)OCC